OC=1C2=C(C(=CC1)C(C)(C)C1=CC=C(C=C1)O)O2 epoxybisphenol a